4,4'-thiobis[5-methoxy-3-chloro-2(5H)furanone] S(C1=C(C(OC1OC)=O)Cl)C1=C(C(OC1OC)=O)Cl